C(CC)C(C(=O)N)CCCCCCCC propyldecanamide